COC(C1=C(C=CC(=C1)NC(=O)C1C2CC=3C(=CNC(C3)=O)C1CC2)Cl)=O 2-chloro-5-(3-oxo-3,5,6,7,8,9-hexahydro-2H-6,9-methano-cyclohepta[c]pyridine-10-carboxamido)benzoic acid methyl ester